C1(CCC(N1N1C(C=CC=C1)SC1CCCCC1)=O)=O N-succinimidyl-4-(2-pyridylthio)cyclohexane